tert-butyl 1-((2,5-dioxopyrrolidin-1-yl)oxy)-1-oxo-2,5,8,11,14,17-hexaoxanonadecan-19-oate O=C1N(C(CC1)=O)OC(OCCOCCOCCOCCOCCOCC(=O)OC(C)(C)C)=O